methyl 2-hydroxy-3-((7-(methylthio)-1,1-dioxido-5-phenyl-3,3-dipropyl-2,3,4,5-tetrahydro-1,5-benzothiazepin-8-yl)oxy)propanoate OC(C(=O)OC)COC1=CC2=C(N(CC(CS2(=O)=O)(CCC)CCC)C2=CC=CC=C2)C=C1SC